1,3-diisopropyl-1,3-propanediol bis(diphenylphosphonite) C1(=CC=CC=C1)P(O)(O)C1=CC=CC=C1.C1(=CC=CC=C1)P(O)(O)C1=CC=CC=C1.C(C)(C)C(CC(O)C(C)C)O